[N+](=O)([O-])O[N+](=O)[O-] nitroether